FC=1C=C(C=CC1C(C)(C)O)CC(=O)N [3-fluoro-4-(2-hydroxypropan-2-yl)phenyl]acetamide